[Cl-].OCCC[N+](O)(O)O hydroxypropyl-trihydroxyammonium chloride